(6-((4-(2-amino-7-bromothieno[3,2-d]pyrimidin-4-yl)-1H-1,2,3-triazol-1-yl)methyl)pyridin-2-yl)propan-2-ol NC=1N=C(C2=C(N1)C(=CS2)Br)C=2N=NN(C2)CC2=CC=CC(=N2)CC(C)O